C12CN(CC(CC1)O2)C2=CC1=C(OC[C@@H](C(N1C)=O)NC(=O)C1=NOC(=C1)CC1=CC=CC=C1)C=C2 N-((3S)-7-(8-oxa-3-azabicyclo[3.2.1]oct-3-yl)-5-methyl-4-oxo-2,3,4,5-tetrahydrobenzo[b][1,4]oxazepin-3-yl)-5-benzylisoxazole-3-carboxamide